boron mono-fluoride [B]F